C(C)C=1C[C@@H]2CC([C@@H]2C1)=O (1R,5S)-3-ethyl-bicyclo[3.2.0]heptane-3-ene-6-one